N-[3-[3,5-dimethylpiperidin-1-yl]-4-(4-methyl-2-phenylpiperazine-1-carbonyl)phenyl]cyclopropanecarboxamide CC1CN(CC(C1)C)C=1C=C(C=CC1C(=O)N1C(CN(CC1)C)C1=CC=CC=C1)NC(=O)C1CC1